ClC=1N=CC2=C(N1)NC=C2C(=O)N chloro-7H-pyrrolo[2,3-d]pyrimidine-5-carboxamide